3-(3-chloro-4-hydroxyphenyl)-1-(8,9-difluoro-6-oxo-1,4,5,6-tetrahydro-2H-pyrano[3,4-c]isoquinolin-1-yl)-1-methylurea ClC=1C=C(C=CC1O)NC(N(C)C1COCC=2NC(C=3C=C(C(=CC3C21)F)F)=O)=O